dichloro[1,1'-Bis(diphenylphosphino)ferrocene] ClC1=C([C-](C=C1)P(C1=CC=CC=C1)C1=CC=CC=C1)Cl.[C-]1(C=CC=C1)P(C1=CC=CC=C1)C1=CC=CC=C1.[Fe+2]